NC1=C2C(=NC(=C1C)C(=O)OCC)CCC2 ethyl 4-amino-3-methyl-5h,6h,7h-cyclopenta[b]pyridine-2-carboxylate